methyl-N2-(3-methylindazol-5-yl)-N4-(2-oxo-2,3-dihydro-1,3-benzooxazol-5-yl)-2,4-pyrimidinediamine CC=1C(=NC(=NC1)NC=1C=C2C(=NNC2=CC1)C)NC=1C=CC2=C(NC(O2)=O)C1